3-(4-cyclohexyl-3,5-difluorophenyl)-3-oxopropanoic acid ethyl ester C(C)OC(CC(=O)C1=CC(=C(C(=C1)F)C1CCCCC1)F)=O